CC1=CCC(CC1)C(CC1OCC(O1)CCC(=O)C1=CC=CC=C1)C 3-(2-(2-(4-methylcyclohex-3-en-1-yl)propyl)-1,3-dioxolan-4-yl)-1-phenylpropan-1-one